NC1=NN2C(C=C(C=C2)C=2C(=C(C(=O)NC(C)CC(O)C3=CC=C(C=C3)Cl)C(=CC2)C)F)=N1 3-(2-amino-[1,2,4]triazolo[1,5-a]pyridin-7-yl)-N-[4-(4-chlorophenyl)-4-hydroxybutan-2-yl]-2-fluoro-6-methylbenzamide